1-(3-(4-((3-chloro-2-fluorophenyl)amino)pyrido[3,4-d]pyrimidin-6-yl)tetrahydropyrimidin-1(2H)-yl)prop-2-en-1-one ClC=1C(=C(C=CC1)NC=1C2=C(N=CN1)C=NC(=C2)N2CN(CCC2)C(C=C)=O)F